ClC1=CC(=NC=C1)N1N=CC(=C1)S(=O)(=O)NC=1C=CC=C2C=NN(C12)CC 1-(4-chloropyridin-2-yl)-N-(1-ethylindazol-7-yl)pyrazole-4-sulfonamide